N-[(6-{[(cyclobutylmethyl)amino]methyl}imidazo[1,2-a]pyridin-2-yl)methyl]-3H-imidazo[4,5-b]-pyridine C1(CCC1)CNCC=1C=CC=2N(C1)C=C(N2)CN2CNC1=NC=CC=C12